tert-butyl 5-(6-((4-Cyano-2-fluorobenzyl)oxy)pyridin-2-yl)-2-azabicyclo[4.1.0]heptane-2-carboxylate C(#N)C1=CC(=C(COC2=CC=CC(=N2)C2CCN(C3CC23)C(=O)OC(C)(C)C)C=C1)F